1-(phenylpentyl)urea C1(=CC=CC=C1)CCCCCNC(=O)N